1-methyl-3-(oxazol-2-yl)-1H-pyrazole-5-carboxamide CN1N=C(C=C1C(=O)N)C=1OC=CN1